(4-vinylphenyl)-hydroxydimethylsilane C(=C)C1=CC=C(C=C1)[Si](C)(C)O